Cl.O=C1NC(CCC1N1C(C2=CC=C(C=C2C1=O)OC1CCNCC1)=O)=O 2-(2,6-dioxopiperidin-3-yl)-5-(piperidin-4-yloxy)isoindoline-1,3-dione hydrochloride